5'-methyl-3-(3-methyl-1,2,4-oxadiazol-5-yl)-4-pentyl-1',2',3',4'-tetrahydro-[1,1'-biphenyl] CC=1CCCC(C1)C1=CC(=C(C=C1)CCCCC)C1=NC(=NO1)C